F[C@H]1[C@@H]2CC[C@H](C[C@H]1OC1=CC=C(N=N1)C1=C(C=C3C=CN(C(C3=C1)=O)C)O)N2 7-(6-(((1S,2S,3R,5R)-2-fluoro-8-azabicyclo[3.2.1]octan-3-yl)oxy)pyridazin-3-yl)-6-hydroxy-2-methylisoquinolin-1(2H)-one